3,5-dimethylene-tricyclo[5.2.1.02,6]Decane C=C1C2C3CCC(C2C(C1)=C)C3